FC(C=1C(=C(C=CC1)[C@@H](C)NC1=C2C(=C(N=N1)C)N=CC(=C2)N2C[C@H]([C@H](C2)OC)OC)F)F N-((R)-1-(3-(difluoromethyl)-2-fluorophenyl)ethyl)-3-((3R,4S)-3,4-dimethoxypyrrolidine-1-yl)-8-methylpyrido[2,3-d]pyridazin-5-amine